(hydroxymethyl)-1H-indole-5-carbonitrile OCN1C=CC2=CC(=CC=C12)C#N